N-((5-cyclopropyl-1H-indazol-4-yl)methyl)-4-methylthiophene-2-carboxamide C1(CC1)C=1C(=C2C=NNC2=CC1)CNC(=O)C=1SC=C(C1)C